[Li+].[Li+].P(=O)(OCCC(=C)C)([O-])[O-] isopentenyl phosphate dilithium salt